N1(CCCC1)C1=NC(=CC=C1OC1CCN(CC1)C(=O)N1N=C(C=C1)NS(=O)(=O)C)C(F)(F)F N-(1-(4-((2-(Pyrrolidin-1-yl)-6-(trifluoromethyl)pyridin-3-yl)oxy)piperidine-1-carbonyl)-1H-pyrazol-3-yl)methanesulfonamide